COC=1C=C(C=CC1OC)CNS(=O)(C)=NC1=C(C(=O)O)C=CC=C1 2-[[[(3,4-dimethoxyphenyl)methylamino]-methyl-oxo-λ6-sulfanylidene]amino]benzoic acid